C(#N)C=1C=NN2C1C(=CC(=C2)OCCO)C=2C=CC(=NC2)N2CCC(CC2)(C)NC(OC(C)(C)C)=O tert-butyl (1-(5-(3-cyano-6-(2-hydroxyethoxy)pyrazolo[1,5-a]pyridin-4-yl)pyridin-2-yl)-4-methylpiperidin-4-yl)carbamate